O=C1CSC2=C(N1)C=C(C=C2)C(=O)NCC=2C1=C(N(N2)C2=CC=CC=C2)CCC1 3-oxo-N-({1-phenyl-1H,4H,5H,6H-cyclopenta[c]pyrazol-3-yl}methyl)-3,4-dihydro-2H-1,4-benzothiazine-6-carboxamide